C(C=C)(=O)N1C[C@@H]2COC3=C(C(N2CC1)=O)C(=NC(=C3Cl)C3=C(C=CC=C3O)F)N(C3CCOCC3)C (6aR)-8-acryloyl-4-chloro-3-(2-fluoro-6-hydroxyphenyl)-1-(methyl-(tetrahydro-2H-pyran-4-yl)amino)-6,6a,7,8,9,10-hexahydro-12H-pyrazino[2,1-c]pyrido[3,4-f][1,4]oxazepin-12-one